(1R,3R,3aS,6aS)-4,6-dioxo-3a,5-diphenyl-3-(p-methylphenyl)octahydropyrrolo[3,4-c]pyrrole-1-carboxylic acid methyl ester COC(=O)[C@@H]1N[C@@H]([C@]2([C@@H]1C(N(C2=O)C2=CC=CC=C2)=O)C2=CC=CC=C2)C2=CC=C(C=C2)C